5-(3-bromophenyl-ethyl)-4-methyl-4H-1,2,4-triazole-3-thiol BrC=1C=C(C=CC1)CCC=1N(C(=NN1)S)C